FC1=CC=CC=2N=C(SC21)N(CCC2=CC=C(C=C2)OC)CC2=CC=C(C=C2)CCC(=O)O 3-(4-(((7-fluorobenzo[d]thiazol-2-yl)(4-methoxyphenethyl)amino)-methyl)phenyl)propanoic acid